COC(COC=1C(N(C2=CC=C(C=C2C1)NC1=NC(=C(C=C1Cl)C#N)Cl)CC1COC1)=O)=O 2-((6-((3,6-Dichloro-5-cyanopyridin-2-yl)amino)-1-(oxetan-3-ylmethyl)-2-oxo-1,2-dihydroquinolin-3-yl)oxy)acetic acid methyl ester